4,8-bis(isocyanatomethyl)tricyclo[5.2.1.02,6]decane N(=C=O)CC1CC2C3CC(C(C2C1)C3)CN=C=O